C(C)(=O)N([C@@H](C)C(=O)N[C@H](CCC(=O)N[C@@H](C)C(=O)O)C(N)=O)C1[C@H](N)[C@@H](O[C@@H](C(=O)O)C)[C@H](O)[C@H](O1)CO N-acetylmuramyl-L-alanyl-D-isoglutamyl-L-alanine